chloromethyl 2-methyl-4-(4-methylpiperazin-1-yl)-5H-benzo[b]thieno[2,3-e][1,4]diazepine-5-carboxylate CC1=CC=2C(=NC3=C(N(C2N2CCN(CC2)C)C(=O)OCCl)C=CC=C3)S1